(3-carbazol-9-yl-propyl)-[2-(3,4-dimethoxy-phenyl)-ethyl]-methyl-amine C1=CC=CC=2C3=CC=CC=C3N(C12)CCCN(C)CCC1=CC(=C(C=C1)OC)OC